Ethylhexylacetoxystearate C(C)C(C(C(=O)[O-])(OC(C)=O)CCCCCC)CCCCCCCCCCCCCCC